7-[5-chloranyl-2-[2-[2,5,5-tri(methyl)-4,6-bis(oxidanylidene)-7,8-dihydroquinazolin-3-yl]ethoxy]phenyl]-5-methyl-thieno[3,2-b]pyridine-3-carboxylic acid ClC=1C=CC(=C(C1)C1=C2C(=NC(=C1)C)C(=CS2)C(=O)O)OCCN2C(=NC=1CCC(C(C1C2=O)(C)C)=O)C